O1N=C(N=C1)C1=CC=C(C=C1)C=1C=CC=C2CN(C(C12)=O)[C@@H](C(C)(C)O)C1CC1 (R)-7-(4-(1,2,4-oxadiazol-3-yl)phenyl)-2-(1-cyclopropyl-2-hydroxy-2-methylpropyl)isoindolin-1-one